COC1=CC(=C(C=C1)S(=O)(=O)NC1=C(C=CC=C1)C#CC1=CC=C(C(=O)O)C=C1)C 4-{2-[2-(4-methoxy-2-methylbenzenesulfonamido)phenyl]ethynyl}benzoic acid